(5-(2-methoxy-4-(trifluoromethyl)phenyl)-4-methylfuran-2-yl)(octahydroindolizin-6-yl)methanol COC1=C(C=CC(=C1)C(F)(F)F)C1=C(C=C(O1)C(O)C1CN2CCCC2CC1)C